2-[[(2-chlorophenyl) (phenyl) methyl] (methyl) amino]-5-methoxy-1-methyl-6-oxopyrimidine-4-carboxylate ClC1=C(C=CC=C1)C(C1=CC=CC=C1)N(C=1N(C(C(=C(N1)C(=O)[O-])OC)=O)C)C